4,4'-bis(4-aminophenoxy)-[1,1'-biphenyl]-3-sulfonic acid NC1=CC=C(OC2=C(C=C(C=C2)C2=CC=C(C=C2)OC2=CC=C(C=C2)N)S(=O)(=O)O)C=C1